COC1=CC=C(C=C1)CN(C1=CC=C(C=C1)N=C(N)C1=C(C=2N(N=C1)C=C(C2)C=2C=NC(=CC2)OC)NC2C1CC3CC(CC2C3)(C1)O)CC1=CC=C(C=C1)OC N'-(4-(Bis((4-methoxyphenyl)methyl)amino)phenyl)-4-((5-hydroxy-2-adamantyl)amino)-6-(6-methoxy-3-pyridyl)pyrrolo[1,2-b]pyridazine-3-carboxamidine